OC[C@H]1N(C[C@@H](C1)OCCOCCOCCOCCOC1OCCCC1)C(=O)OC(C)(C)C tert-butyl (2S,4R)-2-(hydroxymethyl)-4-(2-(2-(2-(2-((tetrahydro-2H-pyran-2-yl)oxy)ethoxy)ethoxy)ethoxy)ethoxy)pyrrolidine-1-carboxylate